6-chloro-3-(((R)-1-(2-((1R,5S,6r)-3-(5-fluoropyrimidin-2-yl)-3-azabicyclo[3.1.0]hexan-6-yl)-3,6-dimethyl-4-oxo-3,4-dihydroquinazolin-8-yl)ethyl)amino)-N-(methylsulfonyl)picolinamide ClC1=CC=C(C(=N1)C(=O)NS(=O)(=O)C)N[C@H](C)C=1C=C(C=C2C(N(C(=NC12)C1[C@H]2CN(C[C@@H]12)C1=NC=C(C=N1)F)C)=O)C